1,2,3-tris(mercaptoethyl)benzene SCCC1=C(C(=CC=C1)CCS)CCS